1-(4-bromophenyl)-pyrrolidine BrC1=CC=C(C=C1)N1CCCC1